trimethyl-1H-quinoline-6-carboxamide CC=1C(N(C2=CC=C(C=C2C1)C(=O)N)C)C